1-(o-tolyl)-2,3,4,9-tetrahydro-1H-pyrido[3,4-b]indole C1(=C(C=CC=C1)C1NCCC2=C1NC1=CC=CC=C21)C